CC([C@H](O)[C@@H](O)[C@H](O)[C@H](O)CO)O methyl-glucitol